(6R)-17-amino-6-hydroxy-12-[[4-(2,2,2-trifluoroethoxy)phenyl]methyl]-6,15-bis(trifluoromethyl)-19-oxa-3,4,12,18-tetrazatricyclo[12.3.1.12,5]nonadeca-1(18),2,4,14,16-pentaen-13-one NC1=CC(=C2C(N(CCCCC[C@@](C3=NN=C(C1=N2)O3)(C(F)(F)F)O)CC3=CC=C(C=C3)OCC(F)(F)F)=O)C(F)(F)F